(3S,4R)-4-((5-fluoro-4-(8-fluoro-4-(2-hydroxy-prop-2-yl)quinolin-6-yl)pyrimidin-2-yl)amino)tetrahydro-2H-pyran-3-ol FC=1C(=NC(=NC1)N[C@H]1[C@@H](COCC1)O)C=1C=C2C(=CC=NC2=C(C1)F)C(C)(C)O